1-(1-Methyl-6-phenyl-1H-pyrazolo[3,4-d]pyrimidin-4-yl)-N-(3-(pyridin-4-yl)propyl)piperidin-4-amine CN1N=CC=2C1=NC(=NC2N2CCC(CC2)NCCCC2=CC=NC=C2)C2=CC=CC=C2